IC1=NC2=CC=C(C=C2C=C1)C(=O)N iodoquinoline-6-carboxamide